COC(CCCCC=CC=C)OC 1,1-dimethoxy-6,8-nonadiene